FC=1C=C(C=C(C1O)F)C=1SC(=C(N1)C)C(=O)N1C[C@H](O[C@H](C1)C)C (2-(3,5-Difluoro-4-hydroxyphenyl)-4-methylthiazol-5-yl)((2R,6S)-2,6-dimethylmorpholinyl)methanone